3-(5-(4-(2-(1-((2-(2-(cyclohexylmethoxy)-4,6-bis(methoxymethoxy)-3-methylbenzoyl)isoindolin-5-yl)methyl)piperidin-4-yl)acetyl)piperazin-1-yl)-1-oxoisoindolin-2-yl)piperidine-2,6-dione C1(CCCCC1)COC1=C(C(=O)N2CC3=CC=C(C=C3C2)CN2CCC(CC2)CC(=O)N2CCN(CC2)C=2C=C3CN(C(C3=CC2)=O)C2C(NC(CC2)=O)=O)C(=CC(=C1C)OCOC)OCOC